tert-Butyl 4-(methylamino)-2-pyrrolidin-3-yl-6,8-dihydro-5H-pyrido[3,4-d]pyrimidine-7-carboxylate CNC=1C2=C(N=C(N1)C1CNCC1)CN(CC2)C(=O)OC(C)(C)C